2-Butyloctyl 3-ethyl-12-hexyl-6-(2-(oleoyloxy)ethyl)-10-oxo-9,11-dioxa-3,6-diazahexadecan-16-oate C(C)N(CC)CCN(CCOC(OC(CCCC(=O)OCC(CCCCCC)CCCC)CCCCCC)=O)CCOC(CCCCCCC\C=C/CCCCCCCC)=O